N1C=NC(=C1)CCC(=O)N 4-Imidazolepropionamide